6-((4-((4-chloro-2-(methylsulfonyl)phenyl)amino)-2-methyl-3-oxo-2,3-dihydro-1H-pyrazolo[3,4-b]pyridin-6-yl)amino)pyridinecarbonitrile ClC1=CC(=C(C=C1)NC1=C2C(=NC(=C1)NC1=CC=CC(=N1)C#N)NN(C2=O)C)S(=O)(=O)C